5-[4-(fluoromethoxy)-5,6,7,8-tetrahydro-1,7-naphthyridine-7-carbonyl]-6-methyl-N-(1-methylcyclopropyl)furo[2,3-d]pyrimidin-4-amine FCOC1=CC=NC=2CN(CCC12)C(=O)C1=C(OC=2N=CN=C(C21)NC2(CC2)C)C